CN(C=1C(C(C1NC=1C=NC=CC1)=O)=O)CC1=NC=C(C=C1)C1=NOC(=N1)C(F)(F)F 3-(methyl((5-(5-(trifluoromethyl)-1,2,4-oxadiazol-3-yl)pyridin-2-yl)methyl)amino)-4-(pyridin-3-ylamino)cyclobut-3-ene-1,2-dione